N-(6-(4,4-difluoropiperidin-1-yl)-5-(1-methyl-1H-pyrazol-3-yl)pyridin-2-yl)-4-(2-hydroxyethylsulfonylamino)-2-(6-azaspiro[2.5]oct-6-yl)benzamide FC1(CCN(CC1)C1=C(C=CC(=N1)NC(C1=C(C=C(C=C1)NS(=O)(=O)CCO)N1CCC2(CC2)CC1)=O)C1=NN(C=C1)C)F